OCC1=C(N=CS1)C1=CC=2N(C=C1)C(=CN2)C(=O)NC2=C(C=CC(=C2)C2=NOC(=N2)C)C 7-(5-(hydroxymethyl)thiazol-4-yl)-N-(2-methyl-5-(5-methyl-1,2,4-oxadiazol-3-yl)phenyl)imidazo[1,2-a]pyridine-3-carboxamide